4-((9-(Adamantan-1-yl-4-d)-7-methyl-8-oxo-8,9-dihydro-7H-purin-2-yl)amino)-2-fluoro-5-methylbenzamide C12(CC3C(C(CC(C1)C3)C2)[2H])N2C3=NC(=NC=C3N(C2=O)C)NC2=CC(=C(C(=O)N)C=C2C)F